(S)-3,3-difluoro-5-((4-((2-hydroxy-1-phenylethyl)amino)-5-(1,3,4-oxadiazol-2-yl)pyridin-2-yl)amino)isoindolin-1-one FC1(NC(C2=CC=C(C=C12)NC1=NC=C(C(=C1)N[C@H](CO)C1=CC=CC=C1)C=1OC=NN1)=O)F